[N+](=O)([O-])C1=CC(=C2C(CCO2)=C1C#N)C1=CC=C(C=C1)OC(F)(F)F 5-nitro-7-[4-(trifluoromethoxy)phenyl]-2,3-dihydrobenzofuran-4-carbonitrile